[C@@H]1([C@@H](O)[C@@H](O)[C@H](O)[C@H](O1)CO)OC[C@H]([C@H](CO)O)O 4-O-β-D-mannopyranosyl-erythritol